3-Bromo-2-hydroxy-4-methyl-5-nitropyridine BrC=1C(=NC=C(C1C)[N+](=O)[O-])O